6-amino-2-(2-hydroxyethoxy)-8-methoxy-9H-purine NC1=C2N=C(NC2=NC(=N1)OCCO)OC